2-[3-(1,3-Benzodioxol-5-yl)prop-2-enoyl]benzoic acid O1COC2=C1C=CC(=C2)C=CC(=O)C2=C(C(=O)O)C=CC=C2